FC(C)(F)C1=NC(=CC(=N1)N1CC2(C=3C=NC(=CC31)NC(C)=O)CC2)NC2CCOCC2 N-(1'-(2-(1,1-difluoroethyl)-6-((tetrahydro-2H-pyran-4-yl)amino)pyrimidin-4-yl)-1',2'-dihydrospiro[cyclopropane-1,3'-pyrrolo[3,2-c]pyridin]-6'-yl)acetamide